N,N-diethyl-2,2-dimethylpropionamide C(C)N(C(C(C)(C)C)=O)CC